O=C1N(C=CC(N1)=O)[C@@H]1O[C@@H]([C@H]([C@H]1OCCC(=O)NCCCCCCCCCCCCCCCC)O)CO 3-(((2R,3R,4R,5R)-2-(2,4-dioxo-3,4-dihydropyrimidin-1(2H)-yl)-4-hydroxy-5-(hydroxymethyl)tetrahydrofuran-3-yl)oxy)-N-hexadecylpropanamide